diethylene glycol bis[3,3-bis(4-hydroxy-3-tert-butylphenyl) butyrate] OC1=C(C=C(C=C1)C(CC(=O)OCCOCCOC(CC(C)(C1=CC(=C(C=C1)O)C(C)(C)C)C1=CC(=C(C=C1)O)C(C)(C)C)=O)(C)C1=CC(=C(C=C1)O)C(C)(C)C)C(C)(C)C